FC(C=1C=C(C=CC1)NC(OC(C)(C)C)=O)(F)F tert-butyl (3-(trifluoromethyl)phenyl)carbamate